CC=1C(NC(N(C1)[C@@H]1O[C@@H](CN(C1)C(C1=CC=CC=C1)(C1=CC=CC=C1)C1=CC=CC=C1)COC(CCC(=O)O)=O)=O)=O 4-{[(2S,6r)-6-(5-methyl-2,4-dioxopyrimidin-1-yl)-4-tritylmorpholin-2-yl]methoxy}-4-oxobutanoic acid